C1NCC2(C3=CC=CC=C13)CCC2 1',2'-dihydro-3'H-spiro[cyclobutane-1,4'-isoquinoline]